4-(1-(1-ethoxyethyl)-1H-pyrazol-4-yl)-7-((2-(trimethylsilyl)ethoxy)methyl)-7H-pyrrolo[2,3-d]pyrimidine C(C)OC(C)N1N=CC(=C1)C=1C2=C(N=CN1)N(C=C2)COCC[Si](C)(C)C